2-methylthio-6-(hydroxy-isopentenyl)adenosine CSC1=NC(C2=NCN([C@H]3[C@H](O)[C@H](O)[C@@H](CO)O3)C2=N1)(N)C(CC(=C)C)O